NC=1C=C(C=CC1)OC(C1=CC=C(C(=O)OC2=CC(=CC=C2)N)C=C1)=O bis(3-aminophenyl)terephthalate